N1(N=NC2=C1C=CC=C2)ON2N=NC1=C2C=CC=C1 benzotriazole-1-yl oxide